C1(CCCCC1)C1=C(C=C(C=C1O)\C=C\C1=C(C=C(C(=C1)F)F)F)O (E)-2-cyclohexyl-5-(2,4,5-trifluorostyryl)-1,3-benzenediol